2-(3-hydroxy-3-methylbutyl)-6-isopropoxy-2H-indazole-5-carboxamide OC(CCN1N=C2C=C(C(=CC2=C1)C(=O)N)OC(C)C)(C)C